5-(6-(8,9-dimethyl-4-oxo-4H-pyrimido[1,2-b]pyridazin-7-yl)-5,6,7,8-tetrahydro-1,6-naphthyridin-3-yl)nicotinonitrile CC1=C(C=2N(N=C1N1CC=3C=C(C=NC3CC1)C=1C=NC=C(C#N)C1)C(C=CN2)=O)C